O1CC[C@@H](C2=CC=CC=C12)NC(=O)C1=CC2=C(N=C(S2)C=2C=NC(=CC2)C)C=C1 (S)-N-(chroman-4-yl)-2-(6-methylpyridin-3-yl)benzo[d]Thiazole-6-carboxamide